FC=1C=C(C=CC1OC)C=1C=C2C(=NC1)NC(N2CC(C=2SC=CC2)=O)=O 6-(3-fluoro-4-methoxy-phenyl)-1-[2-oxo-2-(2-thienyl)ethyl]-3H-imidazo[4,5-b]pyridin-2-one